[C-]#N.C(CCCCCC)[NH+]1C(CCCC1)CCCC 1-Heptyl-2-butylpiperidinium cyanid